ONC(=O)C1(CCC1)C(F)(F)F N-hydroxy-1-(trifluoromethyl)cyclobutane-1-carboxamide